ClC1=C(COC2C(COC2COCC2=C(C=C(C=C2)Cl)Cl)(O)C#C)C=CC(=C1)Cl 4-(2,4-dichlorobenzyloxy)-5-(2,4-dichlorobenzyloxymethyl)-3-ethynyl-tetrahydrofuran-3-ol